tert-Butyl N-[(5-fluoro-7-formyl-1,6,7,8-tetrahydrocyclopenta[e]benzimidazol-2-yl)methyl]-N-methyl-carbamate FC=1C2=C(C3=C(N=C(N3)CN(C(OC(C)(C)C)=O)C)C1)CC(C2)C=O